C1(CCC1)C1=NC2=C(N1CC1=CC=CC=3OC(OC31)(F)F)C=CC(=C2)C(=O)N[C@@H](CO)C2=NC=C(C=C2)S(=O)(=O)CC (R)-2-cyclobutyl-1-((2,2-difluorobenzo[d][1,3]dioxol-4-yl)methyl)-N-(1-(5-(ethylsulfonyl)pyridin-2-yl)-2-hydroxyethyl)-1H-benzo[d]imidazole-5-carboxamide